C1(CC1)CC=1C=CC(=C(C1)CC(=O)OCC)OC ethyl 2-(5-(cyclopropylmethyl)-2-methoxyphenyl)acetate